CN1C(C(=CC(=C1)B1OC(C(O1)(C)C)(C)C)NC1=NN2C(CN(CC2)C(=O)OC(C)(C)C)=C1)=O tert-butyl 2-(1-methyl-2-oxo-5-(4,4,5,5-tetramethyl-1,3,2-dioxaborolan-2-yl)-1,2-dihydropyridin-3-ylamino)-6,7-dihydropyrazolo[1,5-a]pyrazine-5(4H)-carboxylate